tert-butyl N-[(1R)-1-(4,8-difluoro-6-formyl-3,5,6,7-tetra-hydrocyclopenta[f]benzimidazol-2-yl)ethyl]carbamate FC1=C2C(=C(C=3N=C(NC31)[C@@H](C)NC(OC(C)(C)C)=O)F)CC(C2)C=O